CCC(CC)N1C=CC=2C(=CC=CC12)C(=O)N 1-pentan-3-ylindole-4-carboxamide